7-amino-24-[(2,6-difluorophenyl)(hydroxyl)methyl]-5α-cholane-3β,4β-diol NC1[C@H]2[C@@H]3CC[C@H]([C@@H](CCCC(O)C4=C(C=CC=C4F)F)C)[C@]3(CC[C@@H]2[C@]2(CC[C@@H]([C@@H]([C@@H]2C1)O)O)C)C